OC=1C=C(C=CC(=O)[O-])C=C(C1)O 3,5-dihydroxycinnamic acid anion